6-(2-fluoro-4-(1-methyl-1H-pyrazol-4-yl)benzyl)-N-((1S,2S)-2-hydroxycyclohexyl)-2-methyl-5-oxo-5,6-dihydroimidazo[1,2-c]pyrimidine-8-carboxamide FC1=C(CN2C(N3C(C(=C2)C(=O)N[C@@H]2[C@H](CCCC2)O)=NC(=C3)C)=O)C=CC(=C1)C=1C=NN(C1)C